C(C)(O[C@@H]1CCC[C@H]1O)=S |r| racemic-trans-(5-hydroxycyclopentan-1-yl) ethanethioate